N-(3-chloro-2-methylphenyl)-4-hydroxy-2-oxo-1,2,5,6-tetrahydropyridine-3-thiocarboxamide ClC=1C(=C(C=CC1)NC(=S)C=1C(NCCC1O)=O)C